FC1([C@@H](C1)C(=O)C1(CC2(C1)CCC(CC2)C2=CC=CC=1N2N=C(N1)NC(=O)C1CC1)[N+](=O)[O-])F (S)-N-(5-(2-(2,2-difluorocyclopropanecarbonyl)-2-nitrospiro[3.5]non-7-yl)-[1,2,4]Triazolo[1,5-a]pyridin-2-yl)cyclopropanecarboxamide